(1s,4s)-4-((2-Chloro-5-(3-(pyrrolidin-1-yl)prop-1-yn-1-yl)pyridin-4-yl)amino)cyclohexan-1-ol ClC1=NC=C(C(=C1)NC1CCC(CC1)O)C#CCN1CCCC1